Ethyl 4-(2-(((tert-butoxycarbonyl)amino)methyl)-5-((trimethylsilyl)ethynyl)phenoxy)butanoate C(C)(C)(C)OC(=O)NCC1=C(OCCCC(=O)OCC)C=C(C=C1)C#C[Si](C)(C)C